2-[1-[(4-methoxyphenyl)methyl]-5-(4,4,5,5-tetramethyl-1,3,2-dioxaborolan-2-yl)pyrazol-3-yl]pyridine COC1=CC=C(C=C1)CN1N=C(C=C1B1OC(C(O1)(C)C)(C)C)C1=NC=CC=C1